N1C(=CC=2C=NC=CC21)\C=C\2/C(NC1=CC(=C(C=C21)C2=C(C1=C(OCCN1)N=C2)C)Cl)=O (Z)-3-((1H-pyrrolo[3,2-c]pyridin-2-yl)methylene)-6-chloro-5-(8-methyl-2,3-dihydro-1H-pyrido[2,3-b][1,4]oxazin-7-yl)indolin-2-one